BrC1=C(C=CC=C1COC1OCCCC1)COC1OCCCC1 2-({2-Bromo-3-[(oxan-2-yloxy)methyl]phenyl}methoxy)oxane